CC1NCCSC1 3-methyl-thiomorpholine